FC=1C(=NC=CC1)N1N=C(C(=C1C=1C=NC(=CC1)F)I)OC(C(=O)OC)OC methyl {[1-(3-fluoropyridin-2-yl)-5-(6-fluoropyridin-3-yl)-4-iodo-1H-pyrazol-3-yl]oxy}(methoxy)acetate